C1(CC1)[C@@H](C)NC=1N=CC2=C(N1)NC=C2C2=CC=C1C(=N2)N(C(=N1)C)C(C)C (R)-N-(1-cyclopropylethyl)-5-(3-isopropyl-2-methyl-3H-imidazo[4,5-b]pyridin-5-yl)-7H-pyrrolo[2,3-d]pyrimidin-2-amine